CCCC(CN1C=NC=N1)C2=C(C=C(C=C2)Cl)Cl The molecule is a member of the classof triazoles that is 1,2,4-triazole substituted at position 1 by a 2-(2,4-dichlorophenyl)pentyl group. It is a dichlorobenzene and a member of triazoles.